(E)-2-cyano-3-(3,4-dihydroxy-5-nitrophenyl)acrylic acid C(#N)/C(/C(=O)O)=C\C1=CC(=C(C(=C1)[N+](=O)[O-])O)O